NC1=CC=CC(=N1)S(=O)(=O)NC(=O)C=1C(=NC(=CC1)C1=CC(=CC(=C1)OCC(C)C)F)N1CCCC2(CC2)C1 N-[(6-Amino-2-pyridyl)sulfonyl]-2-(7-azaspiro[2.5]octan-7-yl)-6-(3-fluoro-5-isobutoxyphenyl)pyridin-3-carboxamid